FC1=CC=CC(=C1C1=CC2=C(N(C(N2)=O)[C@H](CS(=O)(=O)C)C2=NC(=C(C=C2)OC)OCC)C=C1)OC (S)-5-(6-fluoro-2-methoxyphenyl)-1-(1-(6-ethoxy-5-methoxypyridin-2-yl)-2-(methylsulfonyl)ethyl)-1H-benzo[d]imidazol-2(3H)-one